NC1C2(CCC(C1)CC2)C(=O)OC methyl 2-amino-bicyclo[2.2.2]octanecarboxylate